4-[3-[2,6-dichloro-4-(6-methoxy-2-azaspiro[3.3]heptan-2-yl)benzoyl]-2,4-dihydro-1,3-benzoxazine-8-yl]-5-fluoro-2-(3-oxa-8-azabicyclo[3.2.1]octan-8-yl)benzoic acid ClC1=C(C(=O)N2COC3=C(C2)C=CC=C3C3=CC(=C(C(=O)O)C=C3F)N3C2COCC3CC2)C(=CC(=C1)N1CC2(C1)CC(C2)OC)Cl